((1r,4r)-4-(4-(2,6-bis(benzyloxy)pyridin-3-yl)phenoxy)cyclohexyl)methanol C(C1=CC=CC=C1)OC1=NC(=CC=C1C1=CC=C(OC2CCC(CC2)CO)C=C1)OCC1=CC=CC=C1